tert-butyl N-[[6-[3-[2-[4-[[(1-acetyl-4-piperidyl)amino]methyl]-3-methoxy-phenyl]-3-chloro-4-pyridyl]-2-chloro-phenyl]-2-methoxy-3-pyridyl]methyl]-N-methyl-carbamate C(C)(=O)N1CCC(CC1)NCC1=C(C=C(C=C1)C1=NC=CC(=C1Cl)C=1C(=C(C=CC1)C1=CC=C(C(=N1)OC)CN(C(OC(C)(C)C)=O)C)Cl)OC